ClC1=C(C(=C(C(=C1C)/C=N/OC)O)C\C=C(\C=C\[C@@]1([C@H](/C(/CC[C@H]1C)=N/CC)C)C)/C)OC 4-chloro-2-[(2E,4E)-5-[(1R,2R,3E,6R)-3-(ethylimino)-1,2,6-trimethylcyclohexyl]-3-methylpenta-2,4-dien-1-yl]-3-methoxy-6-[(1E)-(methoxyimino)methyl]-5-methylphenol